C1(CCCCC1)N1C=NC(=C1)NC1=NC(=NN2C1=CC=C2)N2C(CCC2)C2=NC=CC=C2 N-(1-cyclohexyl-1H-imidazol-4-yl)-2-(2-(pyridin-2-yl)pyrrolidin-1-yl)pyrrolo[2,1-f][1,2,4]triazin-4-amine